C(#N)C1=CC=C(C=C1)C1CC=2N(CC1)C(=NN2)C=2C=CC(=C(C2)NC(=O)NCC(C)C)C 1-(5-(7-(4-cyanophenyl)-5,6,7,8-tetrahydro-[1,2,4]triazolo[4,3-a]pyridin-3-yl)-2-methylphenyl)-3-isobutylurea